N1CC[SH2](CC1)=O 1λ6-thiomorpholin 1-oxide